2-(4-fluorophenylsulfonyl)-ethylamine FC1=CC=C(C=C1)S(=O)(=O)CCN